ClC1=C(C=CC(=C1)Cl)N(C(=O)[C@H]1N(C(OC1)=O)C1=NC(=CC(=C1)C(F)(F)F)C)C (S)-N-(2,4-Dichlorophenyl)-N-methyl-3-(6-methyl-4-(trifluoromethyl)pyridin-2-yl)-2-oxooxazolidine-4-carboxamide